CN1N=C2N(C3=CC=C(C=C3C2=C1)C(=O)OCC)CC1=CC(=CC=C1)C(F)(F)F ethyl 2-methyl-8-{[3-(trifluoromethyl)phenyl]-methyl}-2H,8H-pyrazolo[3,4-b]indole-5-carboxylate